7-fluoro-2-methyl-3,4-dihydroisoquinolin-1(2H)-one FC1=CC=C2CCN(C(C2=C1)=O)C